ClC1=CC=NC2=C(C=CC(=C12)C1=C(C=C(C=C1)F)Cl)C[C@@H](C(=O)OC)NC(C1=C(C=CC=C1F)F)=O Methyl (S)-3-(4-chloro-5-(2-chloro-4-fluorophenyl)quinolin-8-yl)-2-(2,6-difluorobenzamido)propanoate